4-(6,7-dimethoxyisoquinolin-1-yl)-N-methylaniline COC=1C=C2C=CN=C(C2=CC1OC)C1=CC=C(NC)C=C1